((3R,7aR)-3-(((tert-butyldiphenylsilyl)oxy)methyl)tetrahydro-1H-pyrrolizin-7a(5H)-yl)methanol glyceryl-monocaprylate C(C(O)CO)CCCCCCCC(=O)OC[C@@]12CCCN2[C@H](CC1)CO[Si](C1=CC=CC=C1)(C1=CC=CC=C1)C(C)(C)C